N=1C(=C(NC(=C(C1)CC(=O)O)CC(=O)O)CC(=O)O)CC(=O)O 1,4-diazepinetetraacetic acid